4,7-dichloro-2,9-dimethyl-1,10-phenanthroline ClC1=CC(=NC2=C3N=C(C=C(C3=CC=C12)Cl)C)C